NCCOCCOCCC(=O)NC1=C(C(=O)NC2=NN(C(=C2)C(F)(F)F)C)C=CC=C1 2-(3-(2-(2-Aminoethoxy)ethoxy)propionylamino)-N-(1-methyl-5-(trifluoromethyl)-1H-pyrazol-3-yl)benzamide